COC=1C=C(C=CC1OC)[C@]12CCN(C2CC(CC1)=NNC(=O)NC1=CC=CC=C1)C 1-[[(3aR)-3a-(3,4-dimethoxyphenyl)-1-methyl-2,3,4,5,7,7a-hexahydroindol-6-ylidene]amino]-3-phenyl-urea